4-amino-1-(4-hydroxyquinazoline-2-yl)-1,2-dihydropyrimidine-2-one NC1=NC(N(C=C1)C1=NC2=CC=CC=C2C(=N1)O)=O